C1OC2=C(O1)C=C(C=C2)Br 4-bromo-1,2-(methylenedioxy)benzene